3-chloro-6-methyl-1,2-benzothiazole-1,1-dioxide ClC1=NS(C2=C1C=CC(=C2)C)(=O)=O